COC1=C(OCCN2CC3=C(C(CC2)(C)C)C=CC(=C3)C3=CC(=NC(=C3)C)C)C(=CC=C1)OC 2-(2-(2,6-dimethoxyphenoxy)ethyl)-8-(2,6-dimethylpyridin-4-yl)-5,5-dimethyl-2,3,4,5-tetrahydro-1H-benzo[c]azepine